3-[N',N''-bis(2-tertbutyloxycarbonylaminoethyl)guanidino]-N,N-dimyristyl-propionamide C(C)(C)(C)OC(=O)NCCN=C(NCCC(=O)N(CCCCCCCCCCCCCC)CCCCCCCCCCCCCC)NCCNC(=O)OC(C)(C)C